CNC1=NC=CC2=CC=NC=C12 (methylamino)-2,7-naphthyridin